COC=1N=CC2=C(N1)SC(=C2)CC(F)(F)F 2-methoxy-6-(2,2,2-trifluoroethyl)thieno[2,3-d]pyrimidin